C1(CC1)COC=1C(=CC2=CN(N=C2C1)C1CCN(CC1)CC1(CN(C1)C(=O)OC(C)(C)C)F)NC(=O)C=1C=NN2C1N=CC=C2 tert-butyl 3-((4-(6-(cyclopropylmethoxy)-5-(pyrazolo[1,5-a]pyrimidine-3-carboxamido)-2H-indazol-2-yl)piperidin-1-yl)methyl)-3-fluoroazetidine-1-carboxylate